2-methyl-4-chloro-Phenol CC1=C(C=CC(=C1)Cl)O